Benzyl 4-(4,4,5,5-tetramethyl-1,3,2-dioxaborolan-2-yl)-3,6-dihydropyridine-1(2H)-carboxylate CC1(OB(OC1(C)C)C=1CCN(CC1)C(=O)OCC1=CC=CC=C1)C